benzyl (5aS,6S,9R)-2-(8-ethyl-3-(methoxymethoxy)naphthalen-1-yl)-12-fluoro-5a,6,7,8,9,10-hexahydro-5H-4-oxa-3,10a,11,13,14-pentaaza-6,9-methanonaphtho[1,8-ab]heptalene-14-carboxylate C(C)C=1C=CC=C2C=C(C=C(C12)C=1C=C2N=C(N=C3C2=C(OC[C@@H]2[C@@H]4CC[C@H](CN32)N4C(=O)OCC4=CC=CC=C4)N1)F)OCOC